6-(4-((Boc)amino)-4-methylpiperidin-1-yl)-3-(2,3-dichlorophenyl)-5-(1H-pyrazol-3-yl)-1H-pyrazolo[3,4-b]Pyrazine-1-carboxylic acid tert-butyl ester C(C)(C)(C)OC(=O)N1N=C(C=2C1=NC(=C(N2)C2=NNC=C2)N2CCC(CC2)(C)NC(=O)OC(C)(C)C)C2=C(C(=CC=C2)Cl)Cl